(5-(5-chloro-2-methoxypyridin-4-yl)-1H-pyrazole-3-carbonyl)-N-((4,4-dimethyloxetan-2-yl)methyl)piperidine-4-carboxamide ClC=1C(=CC(=NC1)OC)C1=CC(=NN1)C(=O)N1CCC(CC1)C(=O)NCC1OC(C1)(C)C